(4S,5R)-3-benzyl-5-methyl-2-carbonyl-oxazolidine-4-formaldehyde C(C1=CC=CC=C1)N1C(O[C@@H]([C@H]1C=O)C)=C=O